C(C)(C)(C)OC(=O)N(C1=CC(=NC=2N1N=CC2C2CC2)O[C@H]2CN(CCC2)C(=O)OC(C)(C)C)CC2=CC=C(C=C2)C2=NC=CC=C2 tert-butyl (R)-3-((7-((tert-butoxycarbonyl)(4-(pyridin-2-yl)benzyl)amino)-3-cyclopropylpyrazolo[1,5-a]pyrimidin-5-yl)oxy)piperidine-1-carboxylate